[1-[(1R)-1-[(1R,2R)-2-[[5-fluoro-2,2-dimethyl-8-(trifluoromethyl)chroman-4-yl]carbamoyl]cyclopropyl]-3-methoxy-propyl]-4,4-dimethyl-6-oxo-hexahydropyrimidin-2-ylidene]ammonium FC1=C2C(CC(OC2=C(C=C1)C(F)(F)F)(C)C)NC(=O)[C@H]1[C@@H](C1)[C@@H](CCOC)N1C(NC(CC1=O)(C)C)=[NH2+]